3,4,5,6,7-pentahydroxyheptanone OC(C(C)=O)C(C(C(CO)O)O)O